N-(2-cyclopropyl-4-iodo-5-methylphenyl)-N-{6-methyl-7-oxo-5H-pyrrolo[3,4-b]pyridin-2-yl}-3-(2-methyloxan-4-yl)prop-2-ynamide C1(CC1)C1=C(C=C(C(=C1)I)C)N(C(C#CC1CC(OCC1)C)=O)C1=CC=C2C(=N1)C(N(C2)C)=O